BrC(C(=O)N)CCC(C(=O)N)Br 2,5-dibromohexanediamide